4-(dibenzofuran-4-yl)phenyl-4-(naphthalen-2-yl)phenyl-phenanthren-9-yl-amine C1=CC=C(C=2OC3=C(C21)C=CC=C3)C3=CC=C(C=C3)N(C=3C2=CC=CC=C2C=2C=CC=CC2C3)C3=CC=C(C=C3)C3=CC2=CC=CC=C2C=C3